FC(C1=C([C@@H](C2=C(N1)COC2=O)C2=C(C(=CC=C2)F)[C@@H](C)F)C(=O)OC)F |o1:19| methyl (R)-2-(difluoromethyl)-4-(3-fluoro-2-((R or S)-1-fluoroethyl)phenyl)-5-oxo-1,4,5,7-tetrahydrofuro[3,4-b]pyridine-3-carboxylate